ClC1=CC(=C(C(=O)O)C=C1)F 4-chloro-2-fluorobenzoic acid